[Cl-].[Cl-].CC1(C(=C(C=C1)C(C)(C(CC)C)C)C)[Zr+2]C1(C(=C(C=C1)C(C)(C(CC)C)C)C)C bis(1,2-dimethyl-3-(2,3,4-trimethylbutan-2-yl)cyclopentadienyl)zirconium dichloride